FC([C@H]1N(CC1)C=1N=C(C2=C(N1)C(CC2)(F)F)N2C[C@H]1C([C@@H](C2)C1)CC(=O)O)F 2-((1R,5S,6R)-3-(2-((S)-2-(difluoromethyl)azetidin-1-yl)-7,7-difluoro-6,7-dihydro-5H-cyclopenta[d]pyrimidin-4-yl)-3-azabicyclo[3.1.1]heptan-6-yl)acetic acid